FC=1C=CC(=NC1)N1C[C@@H](N(CC1)C1=NC=C(C=N1)NC(C1=CN=C(C=C1)C=1C=NN(C1)C)=O)C (S)-N-(2-(4-(5-fluoropyridin-2-yl)-2-methylpiperazin-1-yl)pyrimidin-5-yl)-6-(1-methyl-1H-pyrazol-4-yl)nicotinamide